2,2-bis[4-(acryloxyethoxy)phenyl]propane C(C=C)(=O)OCCOC1=CC=C(C=C1)C(C)(C)C1=CC=C(C=C1)OCCOC(C=C)=O